8-methoxy-9-(1-methyl-1H-pyrazol-3-yl)-1-(thiophen-2-yl)-5,6-dihydroimidazo[5,1-a]isoquinoline COC=1C=C2CCN3C(C2=CC1C1=NN(C=C1)C)=C(N=C3)C=3SC=CC3